2-({4-[4-(ethylamino)phenyl]-1-oxo-2,3-dihydro-1H-isoindol-2-yl}methyl)prop-2-enenitrile C(C)NC1=CC=C(C=C1)C1=C2CN(C(C2=CC=C1)=O)CC(C#N)=C